4-[(1R,2R)-2-(4-ethyl-1,3-oxazol-2-yl)cyclopropyl]benzenesulfonamide C(C)C=1N=C(OC1)[C@H]1[C@@H](C1)C1=CC=C(C=C1)S(=O)(=O)N